OC1CCN(CC1)C1=NC=C(C=N1)NC(=O)N 1-[2-(4-hydroxypiperidin-1-yl)pyrimidin-5-yl]Urea